O[C@@H]1C(CCCC1)=O (2S)-hydroxycyclohexanone